2,5-dioxopyrrolidin-1-yl 2-(trimethylsilyl)ethyl carbonate C(ON1C(CCC1=O)=O)(OCC[Si](C)(C)C)=O